BrC=1N=C(C(N(C1)C)=O)NC=1C=NC(=CC1)N1CCN(CC1)C1COC1 5-Bromo-1-methyl-3-(6-(4-(oxetan-3-yl)piperazin-1-yl)pyridin-3-ylamino)pyrazin-2(1H)-one